C1(CCC1)CN(C(=O)OCC1=C(C=NN1C)C1=CC=C(OC2CCCCC2)C=C1)C (1S,3S)-3-(4-(5-((((Cyclobutylmethyl)(methyl)carbamoyl)oxy)methyl)-1-methyl-1H-pyrazol-4-yl)phenoxy)cyclohexan